CCC(CC[C@@H](C)[C@H]1CC[C@H]2C3=CCC4C[C@H](CC[C@]4(C)[C@H]3CC[C@]12C)O)=C(C)C 7,24-Stigmastadien-3beta-ol